zinc magnesium telluride [Te-2].[Mg+2].[Zn+2].[Te-2]